methyl 4-(3-(t-butoxy)-3-oxopropyl)-2-methylbenzoate C(C)(C)(C)OC(CCC1=CC(=C(C(=O)OC)C=C1)C)=O